NC1=NC=CC=C1C1=NC=2C(=NC(=CC2)C2=CC=CC=C2)N1C=1C=C2CC[C@@H](C2=CC1)NC(=O)C1=CC(=C(C=C1)B(O)O)C=O (S)-(4-((5-(2-(2-aminopyridin-3-yl)-5-phenyl-3H-imidazo[4,5-b]pyridin-3-yl)-2,3-dihydro-1H-inden-1-yl)carbamoyl)-2-formylphenyl)boronic acid